N-(4-((4-(tert-butyl)-3-fluorophenyl)amino)benzyl)-N-hydroxy-2-(2-(2-methoxyethoxy)ethoxy)acetamide C(C)(C)(C)C1=C(C=C(C=C1)NC1=CC=C(CN(C(COCCOCCOC)=O)O)C=C1)F